ClC1=C(C=C(C=C1)OC1=CC=C(C=C1)OC(F)(F)F)NC(=O)C1N(C(CC1)=O)C N-(2-Chloro-5-(4-(trifluoromethoxy)phenoxy)phenyl)-1-methyl-5-oxo-pyrrolidine-2-carboxamide